C(C)(C)(C)OC(C1=C(N=CC(=C1CNC(=O)OC(C)(C)C)I)NC)=O 4-(((tert-butoxycarbonyl)amino)methyl)-5-iodo-2-(methylamino)nicotinic acid tert-butyl ester